(Z)-1-(3-chlorobenzyl)-3-((3,5-dimethyl-1H-pyrrol-2-yl)methylene)-2-indolone ClC=1C=C(CN2C(\C(\C3=CC=CC=C23)=C/C=2NC(=CC2C)C)=O)C=CC1